6-bromo-5-chloro-1-(1-(tetrahydro-2H-pyran-2-yl)-1H-pyrazol-4-yl)-1H-indazole BrC1=C(C=C2C=NN(C2=C1)C=1C=NN(C1)C1OCCCC1)Cl